O=C1NC(CCC1N1C(N(C2=C1C=CC=C2C#CCN2C[C@@H](OCC2)CCN(C(OCC2=CC=CC=C2)=O)C)C)=O)=O Benzyl N-[2-[(2S)-4-[3-[1-(2,6-dioxo-3-piperidyl)-3-methyl-2-oxo-benzimidazol-4-yl]prop-2-ynyl]morpholin-2-yl]ethyl]-N-methyl-carbamate